C(C)(=O)NC1=NC=CC(=C1)N1C[C@@H](CC1)C=1C=C(C(=O)NC=2C=NC=C(C2)C(F)(F)F)C=CC1C (S)-3-(1-(2-acetamidopyridin-4-yl)pyrrolidin-3-yl)-4-methyl-N-(5-(trifluoromethyl)pyridin-3-yl)benzamide